benzothiadiazinyl-(benzodiazepine) S1NN=C(C2=C1C=CC=C2)C2=NNC1=C(C=C2)C=CC=C1